FC(C(=O)N1CC(C1)C1=NN(C2=NC=CC(=C21)CO)C2=C(C=C(C=C2)OC(F)(F)F)F)=C 2-fluoro-1-[3-[1-[2-fluoro-4-(trifluoromethoxy)phenyl]-4-(hydroxymethyl)pyrazolo[3,4-b]pyridin-3-yl]azetidin-1-yl]prop-2-en-1-one